1-(2-methyl-5-(pentafluorophenyl)phenyl)dihydropyrimidine-2,4(1H,3H)-dione CC1=C(C=C(C=C1)C1=C(C(=C(C(=C1F)F)F)F)F)N1C(NC(CC1)=O)=O